2-(3-(dimethylamino) pyrrolidin-1-yl)-4-ethoxypyrimidine-5-carboxylate CN(C1CN(CC1)C1=NC=C(C(=N1)OCC)C(=O)[O-])C